1-dibutylamino-1,4-disilabutane C(CCC)N([SiH2]CC[SiH3])CCCC